(1R,4R)-4-((2-Methyl-2-((R)-3-(3-(trifluoromethyl)phenoxy)pyrrolidin-1-yl)propanamido)methyl)cyclohexane-1-carboxamide CC(C(=O)NCC1CCC(CC1)C(=O)N)(C)N1C[C@@H](CC1)OC1=CC(=CC=C1)C(F)(F)F